C(C1=CC=CC=C1)OC=1C=C(C=CC1)C1(CC1)N 1-(3-(benzyloxy)phenyl)cyclopropanamine